3-(2-((1H-imidazol-2-yl)methyl)pyridin-4-yl)-2-(4-fluorophenyl)-5-methyl-4,5,6,7-tetrahydropyrazolo[1,5-a]pyrazine N1C(=NC=C1)CC1=NC=CC(=C1)C=1C(=NN2C1CN(CC2)C)C2=CC=C(C=C2)F